6-(dimethylamino)-1-methoxy-10-methyl-9-phenylacridine bromide [Br-].CN(C=1C=C2N(C=3C=CC=C(C3C(C2=CC1)C1=CC=CC=C1)OC)C)C